7-methyl-2-(4-pyridin-2-yl-piperazin-1-yl)-3,7-dihydro-pyrrolo[2,3-d]pyrimidin-4-one CN1C=CC2=C1N=C(NC2=O)N2CCN(CC2)C2=NC=CC=C2